C(C=C)(=O)N1CCC(CC1)C(=O)NC1=CC(=CC=C1)CNC1=NC(=NC=2N1N=CC2C(C)C)OC 1-acryloyl-N-(3-(((8-isopropyl-2-methoxypyrazolo[1,5-a][1,3,5]triazin-4-yl)amino)methyl)phenyl)piperidine-4-carboxamide